CNCCN(C)C N-methyl-(N,N-dimethylaminoethyl)amine